C1(CC1)C1=C(C(=NO1)C1=C(C=CC=C1Cl)Cl)CO[C@H]1[C@@H]2CN([C@H](C1)C2)C=2SC1=C(N2)C(=CC(=C1)C(=O)O)[C@H]1COCC1 2-[(1S,4S,5R)-5-[[5-cyclopropyl-3-(2,6-dichlorophenyl)-1,2-oxazol-4-yl]methoxy]-2-azabicyclo[2.2.1]heptan-2-yl]-4-[(3S)-oxolan-3-yl]-1,3-benzothiazole-6-carboxylic acid